C(CCCCCCCCCCC)N(CC(CO)O)CC(CO)O 3,3'-(dodecylimino)bispropane-1,2-diol